8-fluoro-2,4,5-trimethyl-6-nitro-4,5-dihydro-2H-[1,2,3]triazolo[4,5-c]quinoline FC1=CC=2C=3C(C(N(C2C(=C1)[N+](=O)[O-])C)C)=NN(N3)C